FC(C=1SC(=CN1)CN1CC2(CN(C2)C(=O)N2CC3(C2)CC(C3)N3N=C(N=C3)C(F)(F)F)C1)F [6-[[2-(difluoromethyl)thiazol-5-yl]methyl]-2,6-diazaspiro[3.3]heptan-2-yl]-[6-[3-(trifluoromethyl)-1,2,4-triazol-1-yl]-2-azaspiro[3.3]heptan-2-yl]methanone